CC(CCNC(=O)C=1N=C(SC1)NS(=O)(=O)CC(=O)OC)(C)C methyl 2-(N-(4-(3,3-dimethylbutylcarbamoyl)thiazol-2-yl)sulfamoyl)acetate